OB1OCC2=C1C=C(C=C2C(F)(F)F)C(=O)N 1-hydroxy-4-(trifluoromethyl)-1,3-dihydrobenzo[c][1,2]oxaborol-6-carboxamid